[2-(2-chloroquinazolin-4-yl)hydrazino](oxo)acetic acid ethyl ester C(C)OC(C(=O)NNC1=NC(=NC2=CC=CC=C12)Cl)=O